[4-[(2S)-azetidine-2-carbonyl]piperazin-1-yl]-(4,5-dichloro-1H-indol-2-yl)methanone N1[C@@H](CC1)C(=O)N1CCN(CC1)C(=O)C=1NC2=CC=C(C(=C2C1)Cl)Cl